1-(2,4-difluorophenyl)-1,4-diazepane hydrochloride Cl.FC1=C(C=CC(=C1)F)N1CCNCCC1